C(/C)=C/1\CN(CC[C@H]1C(=O)C=1NC2=CC=C(C=C2C1)Cl)CC1=CC=C(C=C1)OC [(3E,4R)-3-ethylidene-1-(4-methoxybenzyl)piperidin-4-yl](5-chloro-1H-indol-2-yl)methanone